N1(C=CC2=NC=CC=C21)C[C@@H]2CC[C@H](CC2)C(=O)N2OCC[C@H]2C=2C=C(C#N)C=C(C2)F trans-3-((S)-2-(4-((1H-pyrrolo[3,2-b]pyridin-1-yl)methyl)cyclohexane-1-carbonyl)isoxazolidin-3-yl)-5-fluorobenzonitrile